(S)-2-((difluoromethoxy)methyl)-4-((6-(difluoromethoxy)spiro[3.3]heptane-2-yl)methyl)piperazine-1-carboxylic acid tert-butyl ester C(C)(C)(C)OC(=O)N1[C@@H](CN(CC1)CC1CC2(C1)CC(C2)OC(F)F)COC(F)F